C1(CC1)OC(=O)N1CC2=C(C=C(C=C2CC1)C=1C=C2C(=NC1)NC=C2C)[C@H]2N(CCC2)C(=O)OC(C)(C)C (S)-8-(1-(tert-butoxycarbonyl)pyrrolidin-2-yl)-6-(3-methyl-1H-pyrrolo[2,3-b]pyridin-5-yl)-3,4-dihydroisoquinoline-2(1H)-carboxylic acid cyclopropyl ester